NC=1C(=C(C=CC1)C=1N=C(SC1C1=NC(=NC=C1)NC1CC2(CS(C2)(=O)=O)C1)N1C2CN(CC1CC2)C)F 6-((4-(4-(3-Amino-2-fluorophenyl)-2-(3-methyl-3,8-diazabicyclo[3.2.1]octan-8-yl)thiazol-5-yl)pyrimidin-2-yl)amino)-2-thiaspiro[3.3]heptane 2,2-dioxide